5-bromo-6-cyclopentyl-2-(1-methyl-1H-pyrazol-5-yl)-4(3H)-pyrimidinone BrC=1C(NC(=NC1C1CCCC1)C1=CC=NN1C)=O